C(C)(=O)N1CC2=C(CC1)N(N=C2N2CCCC1=CC(=C(C=C21)C(F)F)C=2C=NN(C2)C)C2CCC1(CCN(C1)C(=O)OC(C)(C)C)CC2 tert-butyl 8-[5-acetyl-3-[7-(difluoromethyl)-6-(1-methylpyrazol-4-yl)-3,4-dihydro-2H-quinolin-1-yl]-6,7-dihydro-4H-pyrazolo[4,3-c]pyridin-1-yl]-2-azaspiro[4.5]decane-2-carboxylate